O=C1N(CC2=C3CCNCC3=CC=C21)[C@@H]2C(NC(CC2)=O)=O (S)-3-(3-Oxo-1,3,6,7,8,9-hexahydro-2H-pyrrolo[3,4-f]isoquinolin-2-yl)piperidine-2,6-dione